1-(2-chlorophenyl)-2-((3-(difluoromethyl)-1-methyl-1H-pyrazol-5-yl)oxy)ethan-1-one-O-methyl oxime CON=C(COC1=CC(=NN1C)C(F)F)C1=C(C=CC=C1)Cl